COC(C1=C(C=C(C=C1)Cl)N)=O 4-chloro-o-aminobenzoic acid methyl ester